5β-pregnan-3α,20α-diol CC(C1CCC2C1(CCC3C2CCC4C3(CCC(C4)O)C)C)O